N-(4-(2-methyl-4-(morpholine-4-carbonyl)phenyl)-1H-pyrrolo[2,3-b]pyridin-6-yl)cyclopropylcarboxamide CC1=C(C=CC(=C1)C(=O)N1CCOCC1)C1=C2C(=NC(=C1)NC(=O)C1CC1)NC=C2